C1=CC2=C3C(=CC=C4C3=C1C5=C6C4=CC=C7C6=C(C=C5)C(=O)OC7=O)C(=O)OC2=O PeryleneTetracarboxylic Acid Dianhydride